C(C)(C)(C)OC(=O)N1CC2(C1)CC(C2)OC(=O)N2C=CC1=C2N=CN=C1N(C)[C@H]1CN(CC[C@H]1C)C(CC#N)=O 4-(((3R,4R)-1-(2-cyanoacetyl)-4-methylpiperidin-3-yl)(methyl)amino)-7H-pyrrolo[2,3-d]pyrimidine-7-carboxylic acid 2-(tert-butoxycarbonyl)-2-azaspiro[3.3]hept-6-yl ester